N1C(=CC2=CC=CC=C12)C=O (1H-indol-2-yl)methanone